10-((tetrahydro-2H-pyran-2-yl)oxy)decanal O1C(CCCC1)OCCCCCCCCCC=O